5,6-diisobutyl-2-mercapto-1,3,2-dioxaphosphinane 2-sulfide C(C(C)C)C1COP(OC1CC(C)C)(S)=S